meta-chloroperbenzoic acid, metaperiodate salt I(=O)(=O)(=O)O.ClC1=CC(=CC=C1)C(=O)OO